CC1C(C(CC1)=O)(Cl)CCCCC methyl-2-amyl-2-chloro-cyclopentanone